OC1=C(C(=O)O)C(=C(C(=C1O)O)O)O 2,3,4,5,6-Pentahydroxybenzoic acid